FC=1C=CC=CC1OC(F)(F)F 3-fluoro-4-(trifluoro-methoxy)benzene